ClC1=CC=C(C=C1)C1=NN=C(C2=CC=CC=C12)NC1CC(CCC1)(O)C 3-((4-(4-chlorophenyl)phthalazin-1-yl)amino)-1-methylcyclohexan-1-ol